N-methyl-4-nitrophenylethylamine CNCCC1=CC=C(C=C1)[N+](=O)[O-]